beta-Androstane-3alpha,17beta-diol CC12CC[C@H](C[C@H]1CCC3C2CCC4(C3CC[C@@H]4O)C)O